4-(difluoromethylidene)piperidine hydrochloride Cl.FC(=C1CCNCC1)F